C(C)C1=C2C=NN(C2=CC=C1NC1=NC(=NN1C)C=1C(=C(C(=O)N)C=CC1)OC)C1OCCCC1 (5-[(4-ethyl-1-tetrahydropyran-2-yl-indazol-5-yl)amino]-1-methyl-1,2,4-triazol-3-yl)-2-methoxy-benzamide